8-phenylethyl-1,4-dioxaspiro[4.5]decane C1(=CC=CC=C1)CCC1CCC2(OCCO2)CC1